1-(4-(6-chloro-8-cyclopropyl-7-(2-fluoro-6-hydroxyphenyl)-2-(((S)-1-methylpyrrolidin-2-yl)methoxy)quinazolin-4-yl)piperazin-1-yl)prop-2-en-1-one ClC=1C=C2C(=NC(=NC2=C(C1C1=C(C=CC=C1O)F)C1CC1)OC[C@H]1N(CCC1)C)N1CCN(CC1)C(C=C)=O